2-(adamantan-1-yl)-N-[7-bromo-4-(4-methoxyphenyl)-1-oxophthalazin-2(1H)-yl]acetamide C12(CC3CC(CC(C1)C3)C2)CC(=O)NN2C(C3=CC(=CC=C3C(=N2)C2=CC=C(C=C2)OC)Br)=O